4-Methyl-1-(1H-pyrazol-4-ylmethyl)-5-[[4-[[6-(2,2,2-trifluoroethyl)thieno[2,3-d]pyrimidin-4-yl]amino]-1-piperidinyl]methyl]-1H-indole-2-carbonitrile CC1=C2C=C(N(C2=CC=C1CN1CCC(CC1)NC=1C2=C(N=CN1)SC(=C2)CC(F)(F)F)CC=2C=NNC2)C#N